C1(CCCCC1)C(CNC(=O)[C@@H]1[C@@H]([C@H]2CC[C@@H]1C2)NC(=O)C=2C(=CC(=C(OC1CCC(CC1)(C(=O)O)C)C2)F)OC)CC2CCCCC2 (1S,4s)-4-(5-(((1S,2R,3S,4R)-3-((2,3-dicyclohexylpropyl)carbamoyl)bicyclo[2.2.1]hept-2-yl)carbamoyl)-2-fluoro-4-methoxyphenoxy)-1-methylcyclohexane-1-carboxylic acid